5'-(4-amino-2,6-dichlorophenoxy)-7'-fluorospiro[cyclobutane-1,3'-indolin]-2'-one NC1=CC(=C(OC=2C=C3C4(C(NC3=C(C2)F)=O)CCC4)C(=C1)Cl)Cl